(2-phenylphenolate) Aluminum [Al+3].C1(=CC=CC=C1)C1=C(C=CC=C1)[O-].C1(=CC=CC=C1)C1=C(C=CC=C1)[O-].C1(=CC=CC=C1)C1=C(C=CC=C1)[O-]